C(C)(C)C=1N=CC2=CC(=C(C=C2C1)O)C=1N=NC(=CC1)N(C1CC(NC(C1)(C)C)(C)C)C 3-isopropyl-7-(6-(methyl(2,2,6,6-tetramethyl-piperidin-4-yl)amino)pyridazin-3-yl)isoquinolin-6-ol